NC1=CC=C(C(=N1)CC)/C=C/C=1C=NC(=NC1)NC1CCC(CC1)N(C)C (1r,4r)-N1-(5-((E)-2-(6-amino-2-ethylpyridin-3-yl)vinyl)pyrimidin-2-yl)-N4,N4-dimethylcyclohexane-1,4-diamine